FC1=C(CN2C(C(=CC(=C2)C=2C=NN(C2)C(C)C)C(=O)NC2=NC(=CC=C2)C2=NN=CN2C(CO)C)=O)C=CC=C1 1-(2-Fluorobenzyl)-N-(6-(4-(1-hydroxypropan-2-yl)-4H-1,2,4-triazol-3-yl)pyridin-2-yl)-5-(1-isopropyl-1H-pyrazol-4-yl)-2-oxo-1,2-dihydropyridine-3-carboxamide